tert-butyl cis-3-(((S)-1-(4-fluorophenyl)-1,2,3,4-tetrahydroisoquinoline-2-carboxamido)methyl)-4-hydroxypyrrolidine-1-carboxylate FC1=CC=C(C=C1)[C@@H]1N(CCC2=CC=CC=C12)C(=O)NC[C@@H]1CN(C[C@@H]1O)C(=O)OC(C)(C)C